(4-bromo-2-fluorophenyl)(ethyl)phosphine oxide BrC1=CC(=C(C=C1)P(CC)=O)F